FCCOC=1C=C2C(=NN(C2=CC1)C(C1=CC=CC=C1)(C1=CC=CC=C1)C1=CC=CC=C1)N1C(C2=CC=CC=C2C1=O)=O 2-[5-(2-Fluoroethoxy)-1-trityl-1H-indazol-3-yl]-1H-isoindole-1,3(2H)-dione